C1N(CCC2=CC=CC=C12)C[C@H](CN1CCOC2=C(C1=O)C=CC(=C2)OC2CNC(CC2)=O)O 4-[(2R)-3-(3,4-dihydro-1H-isoquinolin-2-yl)-2-hydroxy-propyl]-8-[(6-oxo-3-piperidyl)oxy]-2,3-dihydro-1,4-benzoxazepin-5-one